C(C=C)N1C(N(C(N(C1=O)CCN)=O)CC=C)=O 1,3-diallyl-5-(2-aminoethyl)-1,3,5-triazine-2,4,6-trione